C(C)(=O)C1=CC=NC2=CC(=CC(=C12)C)C(C)C 4-acetyl-7-isopropyl-5-methylquinoline